C12(CC=C(C1C2)C=O)C(C)C thuj-3-en-10-al